N-amidinobenzamide dihydrochloride Cl.Cl.C(N)(=N)NC(C1=CC=CC=C1)=O